tert-butyl 3-((7-chloro-6-(2-chloro-6-hydroxyphenyl)-4-(2,4-diisopropylpyridin-3-yl)-2,3-dioxo-3,4-dihydropyrido[2,3-b]pyrazin-1(2H)-yl)methyl)-3-fluoroazetidine-1-carboxylate ClC1=CC2=C(N(C(C(N2CC2(CN(C2)C(=O)OC(C)(C)C)F)=O)=O)C=2C(=NC=CC2C(C)C)C(C)C)N=C1C1=C(C=CC=C1O)Cl